ClC=1C(=C(C(=CC1)OC(F)F)C=1C(=CC=[N+](C1)[O-])C)F 5-(3-chloro-6-(difluoromethoxy)-2-fluorophenyl)-4-methylpyridine 1-oxide